2'-[(2S)-1,4-dioxan-2-ylmethyl]-N-[(1-methyl-1H-pyrazol-3-yl)methyl]-8'-(trifluoromethyl)-2',5'-dihydrospiro[cyclobutane-1,4'-furo[2,3-g]indazole]-7'-carboxamide O1[C@H](COCC1)CN1N=C2C3=C(CC4(C2=C1)CCC4)OC(=C3C(F)(F)F)C(=O)NCC3=NN(C=C3)C